C(C)(C)(C)C1C(CCCC1)CC(=O)O.NC=1C(=C(C(=NC1)OC)C1=CC=CC=C1)NCC1=CC=C(C=N1)S(=O)(=O)N 6-(((5-amino-2-methoxy-3-phenylpyridin-4-yl)amino)methyl)pyridine-3-sulfonamide ortho-tertiary-butylcyclohexyl-acetate